C(=O)C1=CNC2=CC(=CC=C12)S(=O)(=O)N(C)C 3-formyl-N,N-dimethyl-1H-indole-6-sulfonamide